L-isoleucine phosphate P(=O)(O)(O)O.N[C@@H]([C@@H](C)CC)C(=O)O